2-methoxy-4,5-dimethylphenol COC1=C(C=C(C(=C1)C)C)O